Lithium propane-1-sulfonate C(CC)S(=O)(=O)[O-].[Li+]